OC=1C(C=2C=CC=C3C=CC=C(C1)C23)=O hydroxyphenalen-1-one